3',6'-dimethoxyflavone COC=1C=C(C=2OC3=CC=CC=C3C(C2)=O)C(=CC1)OC